1-cyclopropyl-6-fluoro-7-(4-(N-(2-hydroxyethyl)sulfamoyl)phenyl)-8-methoxy-4-oxo-1,4-dihydroquinoline-3-carboxylic acid C1(CC1)N1C=C(C(C2=CC(=C(C(=C12)OC)C1=CC=C(C=C1)S(NCCO)(=O)=O)F)=O)C(=O)O